BrC=1C=C2CCN(C2=CC1)C(=O)OC(C)(C)C tert-butyl 5-bromoindoline-1-carboxylate